tert-butyl [3-methyl-1-(3-nitro-6,7-dihydro-5H-cyclopenta[b]pyridin-4-yl)piperidin-3-yl]carbamate CC1(CN(CCC1)C1=C2C(=NC=C1[N+](=O)[O-])CCC2)NC(OC(C)(C)C)=O